(3aR,5s,6aS)-2-((1-fluorocyclohexyl)methyl)-N-(6-(2,3,5-trifluorophenyl)pyridazin-3-yl)octahydrocyclopenta[c]pyrrol-5-amine FC1(CCCCC1)CN1C[C@@H]2[C@H](C1)CC(C2)NC=2N=NC(=CC2)C2=C(C(=CC(=C2)F)F)F